C(CCC)N1C(=NC=C1)CCCS(=O)(=O)O 1-n-butyl-imidazolepropanesulfonic acid